4-[[5-methyl-2-[4-(trifluoromethyl)phenyl]-2H-1,2,3-triazol-4-yl]methyl]-2-(trifluoromethyl)pyridine CC=1C(=NN(N1)C1=CC=C(C=C1)C(F)(F)F)CC1=CC(=NC=C1)C(F)(F)F